BrC1=C2N(N=C1C1=CC=C(C=C1)F)CCC2(C)C 3-Bromo-2-(4-fluorophenyl)-4,4-dimethyl-5,6-dihydro-4H-pyrrolo[1,2-b]pyrazole